2-{[1-oxo-4-(quinazolin-8-yl)-2,3-dihydro-1H-isoindol-2-yl]methyl}prop-2-enenitrile O=C1N(CC2=C(C=CC=C12)C=1C=CC=C2C=NC=NC12)CC(C#N)=C